C(C)(C)(C)NC=1C=CC=2N(CCCCC2N1)C N-(tert-butyl)-5-methyl-6,7,8,9-tetrahydro-5H-pyrido[3,2-b]azepin-2-amine